Trifluoromethyl-thiocarbonyl fluoride FC(C(=S)F)(F)F